BrC1=C(C=C2C=CNC2=C1F)F 6-bromo-5,7-difluoro-1H-indol